pyrrolo[2,1-f][1,2,4]triazine-7-carboxylic acid N=1N2C(C=NC1)=CC=C2C(=O)O